3-(2,6-dimethyl-4-phenoxybenzoyl)-4-(((3R,6S)-6-(hydroxymethyl)tetrahydro-2H-pyran-3-yl)amino)-1H-pyrrolo[2,3-b]pyridine-5-carbonitrile CC1=C(C(=O)C2=CNC3=NC=C(C(=C32)N[C@H]3CO[C@@H](CC3)CO)C#N)C(=CC(=C1)OC1=CC=CC=C1)C